(2R,4R)-N-((S)-1-(((6-amino-2-methylpyridin-3-yl)methyl)amino)-1-oxopropan-2-yl)-4-((4-chlorothien-2-yl)methyl)pyrrolidine-2-carboxamide dihydrochloride Cl.Cl.NC1=CC=C(C(=N1)C)CNC([C@H](C)NC(=O)[C@@H]1NC[C@H](C1)CC=1SC=C(C1)Cl)=O